O=S1(C(CCC1)CC(=O)O)=O 2-(1,1-dioxothiolan-2-yl)acetic acid